BrC1=NO[C@@H](C1)[C@H]1CN(C=2N(C1)N=CC2)C2=CC=C(C=C2)C(F)(F)F (S,S)-3-bromo-5-(4-(4-(trifluoromethyl)phenyl)-4,5,6,7-tetrahydropyrazolo[1,5-a]pyrimidin-6-yl)-4,5-dihydroisoxazole